NCC1=CNC(C=C1CCC)(C)C 3-(aminomethyl)-6-methyl-4-propyl-6-methylpyridin